FC1=CC=C(C=C1)N1C=NC(=C(C1=O)C(=O)O)C 1-(4-fluorophenyl)-4-methyl-6-oxo-1,6-dihydropyrimidine-5-carboxylic acid